ClC=1C=C(C=CC1OCCN1CCCC1)C1(NN(C(=N1)N)C=1C2=C(N=CN1)SC1=C2CCCC1)N 3-(3-chloro-4-(2-(pyrrolidin-1-yl)ethoxy)phenyl)-1-(5,6,7,8-tetrahydrobenzo[4,5]Thieno[2,3-d]Pyrimidin-4-yl)-1H-1,2,4-triazole-3,5-diamine